4,5-dimethyl-imidazole CC=1N=CNC1C